4-(bromomethyl)-1-iodo-2-nitrobenzene BrCC1=CC(=C(C=C1)I)[N+](=O)[O-]